Tert-butyl (2S)-2-{[3-(5-methyl-1,3-thiazol-2-yl)-5-({(1S)-1-[2-(trifluoromethyl) pyrimidin-5-yl]ethyl}carbamoyl) phenoxy] methyl}morpholine-4-carboxylate CC1=CN=C(S1)C=1C=C(OC[C@@H]2CN(CCO2)C(=O)OC(C)(C)C)C=C(C1)C(N[C@@H](C)C=1C=NC(=NC1)C(F)(F)F)=O